8-acetyl-3,6-dimethyl-2-morpholino-quinoline-4-carbonitrile C(C)(=O)C=1C=C(C=C2C(=C(C(=NC12)N1CCOCC1)C)C#N)C